FC=1C=C(C=CC1C=O)N1CCN(CC1)C(=O)OC(C)(C)C tert-butyl 4-(3-fluoro-4-formylphenyl)piperazin-1-carboxylate